O[C@@H]1C[C@H](N(C1)C(=O)OC(C)(C)C)C(N[C@@H](C)C1=CC=C(C=C1)C1=C(N=CS1)C)=O tert-butyl (2S,4R)-4-hydroxy-2-[[(1S)-1-[4-(4-methyl-1,3-thiazol-5-yl)phenyl]ethyl]carbamoyl]pyrrolidine-1-carboxylate